N-(2-(4,4-dimethyl-1,4-azasilinan-1-yl)-4-((2-hydroxyethyl)sulfonamido)phenyl)-2-(3,3,3-trifluoropropoxy)pyrimidine-4-carboxamide C[Si]1(CCN(CC1)C1=C(C=CC(=C1)NS(=O)(=O)CCO)NC(=O)C1=NC(=NC=C1)OCCC(F)(F)F)C